9-(n-pentyloxy)anthracene C(CCCC)OC=1C2=CC=CC=C2C=C2C=CC=CC12